antimony selenium iodide [Se](I)I.[Sb]